dimethyl-1,2,4-thiadiazole CC1=NC(=NS1)C